N-(2-((2-(dimethylamino)ethyl)(methyl)amino)-3-fluoro-5-((4-(1-methyl-1H-indol-3-yl)-7H-pyrrolo[2,3-d]pyrimidin-2-yl)amino)phenyl)acetamide CN(CCN(C1=C(C=C(C=C1F)NC=1N=C(C2=C(N1)NC=C2)C2=CN(C1=CC=CC=C21)C)NC(C)=O)C)C